C(C)OC(COCC1=C(C=C(C=C1)F)Br)=O.CC1=C(C(=O)NC2=C(C=C(C=C2)S(NCC2CCN(CC2)C)(=O)=O)C)C=CC=C1 2-methyl-N-(2-methyl-4-(N-((1-methylpiperidin-4-yl)methyl)sulfamoyl)phenyl)benzamide ethyl-[(2-bromo-4-fluorobenzyl)oxy]acetate